3-methyl-1-(6-{[1-methyl-4-(6-methylpyridin-3-yl)-1H-1,2,3-triazol-5-yl]methoxy}-1,2,3,4-tetrahydro-2,7-naphthyridin-2-yl)butan-1-one CC(CC(=O)N1CC2=CN=C(C=C2CC1)OCC1=C(N=NN1C)C=1C=NC(=CC1)C)C